NC1=NC(N(C=C1)C1O[C@H](OCC1)CO)=O 4-amino-1-[(2S)-2-(hydroxymethyl)-1,3-dioxan-4-yl]pyrimidin-2-one